2-((4-fluoro-2-methylphenyl)-amino)-N-(5-methylpyridin-3-yl)-5-(trifluoromethyl)-benzamide FC1=CC(=C(C=C1)NC1=C(C(=O)NC=2C=NC=C(C2)C)C=C(C=C1)C(F)(F)F)C